N#[11C]Br [11C]cyanogen bromide